ClC=1C=C(C=CC1F)CNC(=O)C1CN(C(C1)=O)C N-[(3-chloro-4-fluorophenyl)methyl]-1-methyl-5-oxopyrrolidine-3-carboxamide